Nitrit oxid [N+](=O)([O-])[O-]